NC1=C(C(N=C2N1C(=CS2)C2=CC=C(C=C2)C)C2=CC(=CC=C2)[N+](=O)[O-])C#N 5-amino-7-(3-nitrophenyl)-3-(p-tolyl)-7H-thiazolo[3,2-a]pyrimidine-6-carbonitrile